2-(4-pyrazin-2-yl-phenyl)-ethylamine N1=C(C=NC=C1)C1=CC=C(C=C1)CCN